N-([1,2,4]triazolo[4,3-a]pyridin-3-yl)-2-((1-(2-cyanophenyl)piperidin-4-yl)amino)acetamide trifluoroacetic acid salt FC(C(=O)O)(F)F.N=1N=C(N2C1C=CC=C2)NC(CNC2CCN(CC2)C2=C(C=CC=C2)C#N)=O